(R)-6-methoxy-2-methyl-7-(1-methyl-1H-pyrazol-4-yl)-10-phenyl-9,10-dihydro-8-oxa-2,4,10a-triazanaphtho[2,1,8-cde]Azulene-1(2H)-one COC=1C=C2N=CC=3N(C(N4[C@@H](COC(=C2C34)C1C=1C=NN(C1)C)C1=CC=CC=C1)=O)C